C(C1=CC=CC=C1)OC1=CC=C(CN)C=C1 4-Benzyloxybenzylamine